N-(1,1-dioxidobenzo[b]thiophen-6-yl)-2-(3-fluorophenyl)acetamide O=S1(C2=C(C=C1)C=CC(=C2)NC(CC2=CC(=CC=C2)F)=O)=O